C(C1=CC=CC=C1)OC1=C(N(C=C(C1=O)C(=O)NCC1=C(C=C(C=C1)F)F)NC(C=C)C)C(=O)N[C@H](C=C)CO 3-benzyloxy-N5-[(2,4-difluorophenyl)methyl]-N2-[(1R)-1-(hydroxymethyl)allyl]-1-(1-methylallylamino)-4-oxopyridine-2,5-dicarboxamide